ClC=1C(=NC(=NC1)N1CCC(CC1)NC1=CC=C2C(=NN(C2=C1)C)N1C(NC(CC1)=O)=O)NC1=CC2=C(N(C(N2C)=O)C)C=C1 1-[6-[[1-[5-chloro-4-[(1,3-dimethyl-2-oxo-benzimidazol-5-yl)amino]pyrimidin-2-yl]-4-piperidyl]amino]-1-methyl-indazol-3-yl]hexahydropyrimidine-2,4-dione